4-((S)-2-((S)-2-(4-(6-((diethoxyphosphoryl)methyl)-1,2,4,5-tetrazin-3-yl)benzamido)-3-methylbutanamido)propanamido)benzyl (4-nitrophenyl) carbonate C(OCC1=CC=C(C=C1)NC([C@H](C)NC([C@H](C(C)C)NC(C1=CC=C(C=C1)C=1N=NC(=NN1)CP(=O)(OCC)OCC)=O)=O)=O)(OC1=CC=C(C=C1)[N+](=O)[O-])=O